2-(3-(3-(((±)-cis-2-hydroxycyclohexyl)methoxy)phenyl)-3-oxopropyl)isoindoline-1,3-dione O[C@@H]1[C@@H](CCCC1)COC=1C=C(C=CC1)C(CCN1C(C2=CC=CC=C2C1=O)=O)=O |r|